2-[[4-[4-(Dimethylamino)-1-piperidinyl]-6-[methyl(3-pyridinylmethyl)amino]-2-pyrimidinyl]amino]-4-methyl-5-thiazolecarboxylic acid, ethyl ester CN(C1CCN(CC1)C1=NC(=NC(=C1)N(CC=1C=NC=CC1)C)NC=1SC(=C(N1)C)C(=O)OCC)C